5-[2-[2-(2-hydroxyethoxy)ethoxy]ethoxymethyl]bicyclo[2.2.1]hept-2-ene OCCOCCOCCOCC1C2C=CC(C1)C2